6-(4-trans-(3-(dimethylamino)-4-methylpyrrolidin-1-yl)-6-fluoro-8-(methylamino)-9H-pyrido[2,3-b]indol-3-yl)-1-methyl-4-oxo-1,4-dihydro-1,8-naphthyridine-3-carboxylic acid CN(C1CN(CC1C)C=1C(=CC2=C(NC3=C(C=C(C=C23)F)NC)N1)C=1C=C2C(C(=CN(C2=NC1)C)C(=O)O)=O)C